CC=1C=C2C(C=C(OC2=C(C1)C(C)NC1=C(C(=O)O)C=CC=C1)C1=CC=C(C=C1)N1CC(N(CC1)C)=O)=O 2-((1-(6-Methyl-2-(4-(4-methyl-3-oxopiperazin-1-yl)phenyl)-4-oxo-4H-chromen-8-yl)ethyl)amino)benzoic acid